4-((cis-3-fluorocyclobutyl)amino)-2-oxo-7-trifluoromethyl-1,2-dihydroquinoline-3-carbonitrile F[C@H]1C[C@H](C1)NC1=C(C(NC2=CC(=CC=C12)C(F)(F)F)=O)C#N